C1(=CC=CC=C1)N1N=CC2=C1CCN2C(=O)[C@H]2N(CCC2)C#N (S)-2-(1-phenyl-1,4,5,6-tetrahydropyrrolo[3,2-c]pyrazole-4-carbonyl)pyrrolidine-1-carbonitrile